3,5,6-trimethyl-N-(pyridin-2-yl)-N-(thiophen-2-ylmethyl)benzofuran-2-carboxamide CC1=C(OC2=C1C=C(C(=C2)C)C)C(=O)N(CC=2SC=CC2)C2=NC=CC=C2